C(C)(C)NC(O[C@H]1CN(CC1(F)F)C1=CC(=NC=2N1N=CC2)C=2C(=NC(=NC2)OC)OC)=O (S)-1-(5-(2,4-dimethoxypyrimidin-5-yl)pyrazolo[1,5-a]pyrimidin-7-yl)-4,4-difluoropyrrolidin-3-yl isopropylcarbamate